N-[5-[[(5-tert-butyloxazol-2-yl)methyl]thio]thiazol-2-yl]piperidine-4-carboxamide ethyl-4-(1-hydroxy-1-methylethyl)-2-propylimidazole-5-carboxylate C(C)OC(=O)C1=C(N=C(N1)CCC)C(C)(C)O.C(C)(C)(C)C1=CN=C(O1)CSC1=CN=C(S1)NC(=O)C1CCNCC1